methyl 6-(1H-imidazol-2-yl)-4-morpholinonicotinate N1C(=NC=C1)C1=NC=C(C(=O)OC)C(=C1)N1CCOCC1